O=C1NC(CCC1N1C(C2=CC=CC=C2C(C1=O)NCCCCC(=O)O)=O)=O 5-[[2-(2,6-dioxo-3-piperidinyl)-1,3-dioxoisoquinolin-4-yl]amino]pentanoic acid